O1C(CCCC1)N1N=CC=C1C1=CC=C2C(=NC(=NC2=C1)N)N 7-(1-(tetrahydro-2H-pyran-2-yl)-1H-pyrazol-5-yl)quinazoline-2,4-diamine